(R)-2-(piperazin-2-yl)acetonitrile hydrochloride Cl.N1[C@@H](CNCC1)CC#N